BrC=1C(=NC=C(C1)C(F)(F)F)Cl 3-Bromo-2-chloro-5-(trifluoro-methyl)-pyridine